OC[C@H]1N(C[C@@H]([C@H]([C@@H]1O)O)O)C[C@@H]1CN(CCC1)C=1SC=C(N1)C(F)(F)F (2R,3R,4R,5S)-2-(hydroxymethyl)-1-(((R)-1-(4-(trifluoromethyl)thiazol-2-yl)piperidin-3-yl)methyl)piperidine-3,4,5-triol